CC(C1=CC2=CC=CC=C2S1)N(C(=O)N)O The molecule is a member of the class of 1-benzothiophenes that is 1-benzothiophene in which the hydrogen at position 2 is replaced by a 1-[carbamoyl(hydroxy)amino]ethyl group. A selective 5-lipoxygenase inhibitor, it inhibits the formation of leukotrienes LTB4, LTC4, LDT4, and LTE4. It is used for the management of chronic asthma. It has a role as an EC 1.13.11.34 (arachidonate 5-lipoxygenase) inhibitor, a non-steroidal anti-inflammatory drug, an anti-asthmatic drug and a leukotriene antagonist. It is a member of ureas and a member of 1-benzothiophenes. It derives from a hydride of a 1-benzothiophene.